5-(aminomethyl)-2-methyl-N-(1-(3-(1-methyl-1H-pyrazol-4-yl)-5-(thiophen-2-yl)phenyl)ethyl)benzamide NCC=1C=CC(=C(C(=O)NC(C)C2=CC(=CC(=C2)C=2SC=CC2)C=2C=NN(C2)C)C1)C